N-(4-fluoro-3-(quinoxaline-6-carbonyl)phenyl)trimethylacetamide FC1=C(C=C(C=C1)NC(C(C)(C)C)=O)C(=O)C=1C=C2N=CC=NC2=CC1